(3R,5R)-5-(3-((2-(methoxymethyl) pyrazolo[1,5-a]pyrazin-4-yl)amino)-1H-pyrazol-5-yl)tetrahydrofuran-3-yl (2-(tetrahydro-2H-pyran-4-yl)ethyl)carbamate O1CCC(CC1)CCNC(O[C@H]1CO[C@H](C1)C1=CC(=NN1)NC=1C=2N(C=CN1)N=C(C2)COC)=O